1,5-Dimethyl-3-(p-tolyl)-1H-pyrazole-4-ol CN1N=C(C(=C1C)O)C1=CC=C(C=C1)C